5-(2-(Dimethylamino)ethoxy)-N-(1-(3-hydroxynaphthalen-1-yl)cyclopropyl)2-methylbenzamide CN(CCOC=1C=CC(=C(C(=O)NC2(CC2)C2=CC(=CC3=CC=CC=C23)O)C1)C)C